OC1(CN(CCC1)C(=O)OCC1=CC=CC=C1)C1=NC=CC=C1 benzyl 3-hydroxy-3-(pyridin-2-yl)piperidine-1-carboxylate